6-oxo-1,6-dihydropyrimidine O=C1C=CN=CN1